5-chloro-2-({[(1,3-oxazol-2-yl)methyl]amino}methyl)-7,8-dihydro-6H-spiro[[1,3]oxazolo[5,4-f]quinazoline-9,1'-cyclohexan]-7-one ClC=1C=C2C(=C3C1NC(NC31CCCCC1)=O)OC(=N2)CNCC=2OC=CN2